N-((1R,4R)-4-(((5-fluoro-2-((1-methyl-1H-pyrazol-4-yl)amino)pyrimidin-4-yl)oxy)methyl)cyclohexyl)acetamide methyl-3-chloro-2,4-difluoro-6-((4-fluoro-2-meth-ylphenyl)amino)-benzoate COC(C1=C(C(=C(C=C1NC1=C(C=C(C=C1)F)C)F)Cl)F)=O.FC=1C(=NC(=NC1)NC=1C=NN(C1)C)OCC1CCC(CC1)NC(C)=O